azetidin-1-yl(4-(5-(chlorodifluoromethyl)-1,2,4-oxadiazol-3-yl)-2-fluorophenyl)(methyl)phosphine oxide N1(CCC1)P(C)(C1=C(C=C(C=C1)C1=NOC(=N1)C(F)(F)Cl)F)=O